C1N(CC12CC=CC2)C(=O)[O-] 2-azaspiro[3.4]oct-6-ene-2-carboxylate